(S)-1-(4-bromophenyl)pyrrolidine-3-carbaldehyde BrC1=CC=C(C=C1)N1C[C@H](CC1)C=O